sodium-sodium bicarbonate C([O-])(O)=O.[Na+].[Na+].C([O-])(O)=O